N-(2-Methyl-5-(9-morpholino-2-oxobenzo[h][1,6]naphthyridin-1(2H)-yl)phenyl)acrylamide CC1=C(C=C(C=C1)N1C(C=CC2=CN=C3C(=C12)C=C(C=C3)N3CCOCC3)=O)NC(C=C)=O